OCCC(C(C(=O)N)(CCCO)OCCCCCCCCCCCCCCCC)CCCCCCCCCCCCC hydroxyethyl-palmitoxyhydroxypropyl-palmitoamide